1-[(3S)-4-(3-fluorophenyl)-3-methyl-piperazin-1-yl]-2-methoxy-pentane-1,4-dione FC=1C=C(C=CC1)N1[C@H](CN(CC1)C(C(CC(C)=O)OC)=O)C